C[C@@H]1OC[C@@]2(CC=3N=C(N=C(C3CO2)N2CCOCCC2)SC)C2=CC(=CC=C12)NC(OC(C)(C)C)=O |r| tert-Butyl ((1SR,4RS)-1-methyl-2'-(methylthio)-4'-(1,4-oxazepan-4-yl)-5',8'-dihydrospiro[isochromane-4,7'-pyrano[4,3-d]pyrimidin]-6-yl)carbamate